7-(3-hydroxy-propyloxy)coumarin OCCCOC1=CC=C2C=CC(OC2=C1)=O